(4-chloro-2-(piperidin-2-yl)benzyl)-2-thiocarbonyl-1,2,3,5-tetrahydro-4H-pyrrolo[3,2-d]pyrimidin-4-one ClC1=CC(=C(CN2C(NC(C3=C2C=CN3)=O)=C=S)C=C1)C1NCCCC1